potassium enanthoate C(CCCCCC)(=O)[O-].[K+]